N1=C(C=CC=C1)N pyridin-2-Amine